(3S,8as)-8-(4-bromophenyl)-3-phenylhexahydro-5H-oxazolo[3,2-a]pyridin-5-one BrC1=CC=C(C=C1)C1[C@H]2N(C(CC1)=O)[C@H](CO2)C2=CC=CC=C2